(3R)-1-[2-[4-(2-chlorophenyl)-2-oxo-chromen-7-yl]oxypropanoyl]piperidine-3-carboxylic acid ClC1=C(C=CC=C1)C1=CC(OC2=CC(=CC=C12)OC(C(=O)N1C[C@@H](CCC1)C(=O)O)C)=O